ClCOC(=O)N1CC(OCC1)COC1=C(C=CC=C1)OCC 2-((2-ethoxyphenoxy)methyl)morpholine-4-carboxylic acid chloromethyl ester